C(C)SC=1C(=C(C=CC1)NC(OC(C)(C)C)=O)F tert-butyl (3-(ethylthio)-2-fluorophenyl)carbamate